3-((2-ethoxy-3,4-dioxocyclobut-1-en-1-yl)amino)-N-(2-(2-(2-(((3S,4S,5S,6R)-3,4,5-trihydroxy-6-(hydroxymethyl)tetrahydro-2H-pyran-2-yl)oxy)ethoxy)ethoxy)ethyl)benzamide C(C)OC1=C(C(C1=O)=O)NC=1C=C(C(=O)NCCOCCOCCOC2O[C@@H]([C@H]([C@@H]([C@@H]2O)O)O)CO)C=CC1